C(C1=CC=CC=C1)C=1C=C(C[C@@H]2NCCC[C@@H]2NS(=O)(=O)C)C=CC1 N-(cis-2-(3-benzylbenzyl)piperidin-3-yl)methanesulfonamide